COC=1C=C2CCN(CC2=CC1C1(N=C(C2=C(N1)NC=C2)NC2=C(C=CC=C2)C(F)(F)F)N)C 2-(6-methoxy-2-methyl-1,2,3,4-tetrahydroisoquinolin-7-yl)-N4-(2-(trifluoromethyl)phenyl)-7H-pyrrolo[2,3-d]pyrimidine-2,4-diamine